2-[3-(aminomethyl)-2-fluoro-6-(trifluoromethyl)phenyl]-6-methylpyrimidine NCC=1C(=C(C(=CC1)C(F)(F)F)C1=NC(=CC=N1)C)F